8-hydroxy-4(3H)-quinazolinone OC=1C=CC=C2C(NC=NC12)=O